FC1(CC2=C(S1(=O)=O)C=C(C(=C2)OC)OC)CC2CCN(CC2)CC2=C(C=CC(=C2)F)F fluoro-2-((1-(2,5-difluorobenzyl)piperidin-4-yl)methyl)-5,6-dimethoxy-2,3-dihydrobenzo[b]thiophene 1,1-dioxide